5-Fluoro-4-(methylamino)-7-(trifluoromethyl)-1-(2-(trifluoromethyl)pyridin-3-yl)quinazolin-2(1H)-one FC1=C2C(=NC(N(C2=CC(=C1)C(F)(F)F)C=1C(=NC=CC1)C(F)(F)F)=O)NC